COC1=CC=C(CN(C=2C3=C(N=CN2)N(C=C3)[C@@H]3C[C@@H]([C@@H]2[C@H]3OC(O2)(C)C)CCCCCOC(NCCC2=CC=CC=C2)=O)C)C=C1 (5-((3aR,4S,6R,6aS)-6-(4-((4-methoxybenzyl)(methyl)amino)-7H-pyrrolo[2,3-d]pyrimidin-7-yl)-2,2-dimethyltetrahydro-4H-cyclopenta[d][1,3]dioxol-4-yl)pentyl)(phenethyl)carbamate